C(C)(C)OC1=CC(=CC2=C1C(N1[C@@H](CO2)C[C@@H](C1)OC1=NC=C2C=CC(NC2=C1)=O)=O)C (2S,11aR)-6-isopropoxy-8-methyl-2-((2-oxo-1,2-dihydro-1,6-naphthyridin-7-yl)oxy)-2,3,11,11a-tetrahydro-1H,5H-benzo[f]pyrrolo[2,1-c][1,4]oxazepin-5-one